methyl-phenylmethylchlorosilane Tert-butyl-(1-hydroxy-2,4-dimethylpent-3-en-2-yl)carbamate C(C)(C)(C)N(C(O)=O)C(CO)(C=C(C)C)C.C[SiH](Cl)CC1=CC=CC=C1